NC1=C(C=C(C=N1)C=1N=C(N(C1)C12CC(C1)(C2)N2CCC(CC2)(F)F)C(C(F)(F)F)O)OC(F)(F)F 1-(4-(6-amino-5-(trifluoromethoxy)pyridin-3-yl)-1-(3-(4,4-difluoropiperidin-1-yl)bicyclo[1.1.1]Pentane-1-yl)-1H-imidazol-2-yl)-2,2,2-trifluoroethanol